COC1=CC(=CC(=C1O)C2=C(C(=CC(=C2)C(=O)O)OC)O)C(=O)O 5,5'-dehydrodivanillate